O1CC(CC1)CC(=O)O oxolan-3-ylacetic acid